dibromobenzoselenadiazole BrC=1C=CC2=C(N=N[Se]2)C1Br